decynoyl-N-acetylcysteamine C(C#CCCCCCCC)(=O)N(CCS)C(C)=O